(S)-(4-(4-(3-aminopiperidin-1-yl)-6-((2-(2-fluoro-6-methoxyphenyl)pyrimidin-4-yl)amino)pyridin-3-yl)phenyl)(morpholino)methanone N[C@@H]1CN(CCC1)C1=C(C=NC(=C1)NC1=NC(=NC=C1)C1=C(C=CC=C1OC)F)C1=CC=C(C=C1)C(=O)N1CCOCC1